C(C)(C)(C)OC(=O)NCC1(CC(C1)(F)F)C(=O)O 1-[(tert-butoxycarbonylamino)methyl]-3,3-difluoro-cyclobutanecarboxylic acid